BrC1=C(C=C(CC=2C(NC3=CC=CC=C3C2)=O)C=C1)Cl 3-(4-Bromo-3-chlorobenzyl)quinolin-2(1H)-one